(1S,3S,4S)-N-[(1S)-1-cyano-2-[(3S)-2-oxo-3-piperidyl]ethyl]-2-[(2R)-3-cyclopropyl-2-[(2,2,2-trifluoroacetyl)amino]propanoyl]-5,5-difluoro-2-azabicyclo[2.2.2]octane-3-carboxamide C(#N)[C@H](C[C@H]1C(NCCC1)=O)NC(=O)[C@H]1N([C@@H]2CC([C@H]1CC2)(F)F)C([C@@H](CC2CC2)NC(C(F)(F)F)=O)=O